(1R,4R)-4-[4-(6,6-dimethyl-4,5,6,7-tetrahydro-1H-indazole-3-amido)-1H-pyrazol-1-yl]cyclohexane-1-carboxylic acid CC1(CCC=2C(=NNC2C1)C(=O)NC=1C=NN(C1)C1CCC(CC1)C(=O)O)C